1-(4-(2,6-dioxopiperidin-3-yl)-3,5-difluorophenyl)azetidin-3-yl((1R,4R)-4-(hydroxymethyl)cyclohexyl) carbamate C(N)(OC1(CCC(CC1)CO)C1CN(C1)C1=CC(=C(C(=C1)F)C1C(NC(CC1)=O)=O)F)=O